pentyl-4-biphenyl-carbonitrile C(CCCC)C1=C(C=CC(=C1)C#N)C1=CC=CC=C1